C[C@H]1CN(CCN1CC1CCNCC1)C1=CC=C(C=N1)[C@@H]1C(NC(CC1)=O)=O |&1:20| (3RS)-3-{6-[(3S)-3-methyl-4-(piperidin-4-ylmethyl)piperazin-1-yl]pyridin-3-yl}piperidine-2,6-dione